NC1CCC(CC1)NC(C1=C(C=C(C=C1)NC=1C=2N(C=CN1)C(=CN2)C=2C(=NN(C2)CC#N)C(F)(F)F)CC)=O N-(4-aminocyclohexyl)-4-[[3-[1-(cyanomethyl)-3-(trifluoromethyl)pyrazol-4-yl]imidazo[1,2-a]pyrazin-8-yl]amino]-2-ethylbenzamide